BrC1=C(C=C(C=C1)C(C)NS(=O)C(C)(C)C)F N-(1-(4-bromo-3-fluorophenyl)ethyl)-2-methylpropan-2-sulfinamide